(E)-N-(2-(3-Chloro-6-hydroxy-4-methoxy-2-methylbenzoyl)-1,2,3,4-tetrahydroisoquinolin-7-yl)-4-(dimethylamino)-N-methylbut-2-enamide ClC=1C(=C(C(=O)N2CC3=CC(=CC=C3CC2)N(C(\C=C\CN(C)C)=O)C)C(=CC1OC)O)C